NC[C@@]1(OC2=C(C1)C(=C(C=C2)Cl)C2=C(C=CC=C2F)NCCN)C2=CC=CC=C2 N1-(2-((2S,4R)-2-(aminomethyl)-5-chloro-2-phenyl-2,3-dihydrobenzofuran-4-yl)-3-fluorophenyl)ethane-1,2-diamine